3-methyl-4-fluoro-7-(hydroxymethyl)-1,5-naphthyridin-2(1H)-one CC=1C(NC2=CC(=CN=C2C1F)CO)=O